2-(2-chloroethoxy)-5-(2-(3-cyano-4-hydroxyphenyl)propan-2-yl)benzonitrile ClCCOC1=C(C#N)C=C(C=C1)C(C)(C)C1=CC(=C(C=C1)O)C#N